O[C@@H]1C[C@H](N(C1)C([C@H](C(C)C)C1=CC(=NO1)OCCCCCC(=O)OC(C)(C)C)=O)C(N[C@@H](C)C1=CC=C(C=C1)C1=C(N=CS1)C)=O tert-butyl 6-((5-((R)-1-((2S,4R)-4-hydroxy-2-(((S)-1-(4-(4-methylthiazol-5-yl)phenyl)ethyl)carbamoyl)pyrrolidin-1-yl)-3-methyl-1-oxobutan-2-yl)isoxazol-3-yl)oxy)hexanoate